ClC1=C(C(=C(C(=C1C(=O)Cl)Cl)C(=O)Cl)Cl)C(=O)Cl 2,4,6-trichloro-1,3,5-benzenetricarboxylic acid chloride